2-(1-(7-methoxy-6-(2-methoxyethoxy)quinolin-4-yl)piperidin-4-yl)propanenitrile COC1=C(C=C2C(=CC=NC2=C1)N1CCC(CC1)C(C#N)C)OCCOC